N-Nitrosophenylhydroxylamine ammonium salt [NH4+].N(=O)N(O)C1=CC=CC=C1